NC1=NC=2C=C(C=CC2C2=C1C=NN2C)CN(C(=O)C=2C=NC(=NC2)C2CC2)C=2C(=NC=CC2)S(=O)(=O)C N-({4-amino-1-methyl-1H-pyrazolo[4,3-c]quinolin-7-yl}methyl)-2-cyclopropyl-N-(2-methanesulfonylpyridin-3-yl)pyrimidine-5-carboxamide